N-((4,5-dichloro-2-hydroxyphenyl)(3-((4R)-2,2-dimethyl-1,3-dioxolane-4-carbonyl)-3-azabicyclo[3.1.1]heptan-6-yl)methyl)-2-methylpropane-2-sulfinamide ClC1=CC(=C(C=C1Cl)C(NS(=O)C(C)(C)C)C1C2CN(CC1C2)C(=O)[C@@H]2OC(OC2)(C)C)O